FC=1C=C(C=CC1)N1CCNCC1 4-(3-fluorophenyl)piperazin